1-(5-((4-(4,5-dichloropyridin-3-yl)piperazin-1-yl)methyl)-1-oxoisoindolin-2-yl)dihydropyrimidine ClC1=C(C=NC=C1Cl)N1CCN(CC1)CC=1C=C2CN(C(C2=CC1)=O)N1CNCC=C1